N-(3,5-Dichloropyridin-4-yl)-4-(difluoromethoxy)-3-(2-(4-(2-((3-((2,6-dioxopiperidin-3-yl)amino)phenyl)amino)-2-oxoethyl)piperazin-1-yl)ethoxy)benzamide ClC=1C=NC=C(C1NC(C1=CC(=C(C=C1)OC(F)F)OCCN1CCN(CC1)CC(=O)NC1=CC(=CC=C1)NC1C(NC(CC1)=O)=O)=O)Cl